C(C=C)(=O)N1[C@H](CN(CC1)C=1C2=C(N=C(N1)OC=1C(=NC=CC1)CC)CC1(C(N2)=O)CCCC2=CC=CC=C21)CC#N 2-((2S)-1-acryloyl-4-(2'-((2-ethylpyridin-3-yl)oxy)-6'-oxo-3,4,5',8'-tetrahydro-2H,6'H-spiro[naphthalene-1,7'-pyrido[3,2-d]pyrimidin]-4'-yl)piperazin-2-yl)acetonitrile